(beta-methacryloxyloxyethyl)trimethyl-ammonium methyl-sulfate COS(=O)(=O)[O-].C(=O)(C(=C)C)OOCC[N+](C)(C)C